N-Ethyl-5-fluoro-N-isopropyl-2-((5-(2-((R)-6-(((R)-1-methoxypropan-2-yl)amino)-2-methylhexan-3-yl)-2,6-diazaspiro[3.4]oct-6-yl)-1,2,4-triazin-6-yl)oxy)benzamide fumarate C(\C=C\C(=O)O)(=O)O.C(C)N(C(C1=C(C=CC(=C1)F)OC1=C(N=CN=N1)N1CC2(CN(C2)[C@@H](C(C)C)CCCN[C@@H](COC)C)CC1)=O)C(C)C